2-((2S,4R)-4-amino-1-(6-iodoimidazo[1,2-a]pyridine-2-carbonyl)pyrrolidin-2-yl)-N-((S)-6-guanidino-1-(methylamino)-1-oxohexan-2-yl)thiazole-4-carboxamide N[C@@H]1C[C@H](N(C1)C(=O)C=1N=C2N(C=C(C=C2)I)C1)C=1SC=C(N1)C(=O)N[C@H](C(=O)NC)CCCCNC(=N)N